C(C(C)C)C1=CC(=C(C#N)C=C1)N1CCN(CC1)C(C)C=1N=NC=CC1 4-isobutyl-2-(4-(1-(pyridazin-3-yl)ethyl)piperazin-1-yl)benzonitrile